N,N-dimethyl-2-oxo-2-phenylacetamide CN(C(C(C1=CC=CC=C1)=O)=O)C